[Na].OCC(O)CO glycerol, sodium salt